5-Amino-1-(2,6-dichloro-4-methylphenyl)-4-sulfinamoyl-1H-pyrazol NC1=C(C=NN1C1=C(C=C(C=C1Cl)C)Cl)S(N)=O